Yttrium(III) arsenide [As]#[Y]